1-((2S,5S)-5-((tert-butyldiphenylsilyl)oxy)hexan-2-yl)-7-chloro-6-fluoro-1,8-naphthyridin-4(1H)-one [Si](C1=CC=CC=C1)(C1=CC=CC=C1)(C(C)(C)C)O[C@H](CC[C@H](C)N1C=CC(C2=CC(=C(N=C12)Cl)F)=O)C